(R)-8-cyclopentyl-7-ethyl-2-((2-methoxy-4-(5-(piperazin-1-ylmethyl)-1,2,4-oxadiazol-3-yl)phenyl)amino)-5-methyl-7,8-dihydro-pteridin-6(5H)-one C1(CCCC1)N1[C@@H](C(N(C=2C=NC(=NC12)NC1=C(C=C(C=C1)C1=NOC(=N1)CN1CCNCC1)OC)C)=O)CC